2-[(3R)-3-methylmorpholin-4-yl]-4-[(methylsulfanyl)methyl]-8-(1-{[2-(trimethylsilyl)ethoxy]methyl}-1H-pyrazol-5-yl)-1,7-naphthyridine C[C@H]1N(CCOC1)C1=NC2=C(N=CC=C2C(=C1)CSC)C1=CC=NN1COCC[Si](C)(C)C